1-methylimidazolium tetrafluoroborate F[B-](F)(F)F.CN1C=[NH+]C=C1